OCCN(CC(COCC(COCC(CN(CCO)CCO)O)(COCC(CN(CCO)CCO)O)CC)O)CCO 9-((3-(bis(2-hydroxyethyl)amino)-2-hydroxypropoxy)methyl)-9-ethyl-3,15-bis(2-hydroxyethyl)-7,11-dioxa-3,15-diazaheptadecane-1,5,13,17-tetraol